OC(C)(C)C=1C=C(SC1)S(=O)(=O)NC(NC1=C2CCCC2=CC=C1C1=C2C(=NC=C1)N(N=C2)C)=O 4-(2-hydroxy-prop-2-yl)-N-((5-(1-methyl-1H-pyrazolo[3,4-b]pyridin-4-yl)-2,3-dihydro-1H-inden-4-yl)carbamoyl)thiophene-2-sulfonamide